Tert-butyl 6-(2-ethoxy-2-oxoacetyl)-2,3-dihydro-4H-benzo[b][1,4]oxazine-4-carboxylate C(C)OC(C(=O)C1=CC2=C(OCCN2C(=O)OC(C)(C)C)C=C1)=O